N-phenylthiocarbamic acid (dioctylphenyl) ester C(CCCCCCC)C=1C(=C(C=CC1)OC(NC1=CC=CC=C1)=S)CCCCCCCC